2-(4-Bromophenyl)-N-(3-(7-fluoro-5-oxo-1-thioxo-1,2-dihydro-[1,2,4]triazolo[4,3-a]quinazolin-4(5H)-yl)propyl)acetamide BrC1=CC=C(C=C1)CC(=O)NCCCN1C=2N(C3=CC=C(C=C3C1=O)F)C(NN2)=S